P-MENTHANYL ACETATE C(C)(=O)OC1CC(CCC1C(C)C)C